Dimethyl-dimethoxysilan C[Si](OC)(OC)C